C1=C(C=CC2=CC=CC=C12)C=1NC(C=2N(C1)N=C(C2)C(=O)N)=O 6-(naphthalen-2-yl)-4-oxo-4,5-dihydropyrazolo-[1,5-a]pyrazine-2-carboxamide